FC1=CC=C(C=C1)C1=C(NN=C1C1COCC1)NC(=S)NC(OCC)=O ethyl N-{[4-(4-fluorophenyl)-5-(oxolan-3-yl)-2H-pyrazol-3-yl]carbamothioyl}carbamate